COC1=C(C=C(C=C1)OC)NC(=S)N1C(CC(C1)(C=1SC=CN1)C1=CC(=C(C=C1)C)F)C N-(2,5-dimethoxyphenyl)-4-(3-fluoro-4-methylphenyl)-2-methyl-4-(thiazol-2-yl)pyrrolidine-1-carbothioamide